N-(tert-butyl)-2-(ethylsulfonyl)-3-(5-(2,2,3,3,3-pentafluoropropoxy)pyrazin-2-yl)pyrazolo[1,5-a]pyrimidin-6-amine C(C)(C)(C)NC=1C=NC=2N(C1)N=C(C2C2=NC=C(N=C2)OCC(C(F)(F)F)(F)F)S(=O)(=O)CC